(E)-{2-[6-(2-chlorophenoxy)-5-fluoropyrimidin-4-yloxy]phenyl}(5,6-dihydro-1,4,2-dioxazin-3-yl)methanone O-methyloxime CO\N=C(\C1=NOCCO1)/C1=C(C=CC=C1)OC1=NC=NC(=C1F)OC1=C(C=CC=C1)Cl